(2S,3S,4R,5S)-N-{4-[5-chloro-4-({1-[4-(2-cyclopropoxyphenyl)pyridin-3-yl]cyclopropoxy}methyl)-2-methylphenyl]butyl}-2,3,4,5,6-pentahydroxyhexanamide ClC=1C(=CC(=C(C1)CCCCNC([C@H]([C@H]([C@@H]([C@H](CO)O)O)O)O)=O)C)COC1(CC1)C=1C=NC=CC1C1=C(C=CC=C1)OC1CC1